FC1(C(C1)CN1C[C@@H](C[C@@H](C1)C)NC=1C2=C(N=CC1C=1SC=CN1)NC=C2)F N-((3R,5S)-1-((2,2-difluorocyclopropyl)methyl)-5-methylpiperidin-3-yl)-5-(thiazol-2-yl)-1H-pyrrolo[2,3-b]pyridin-4-amine